(-)-phosphate P(=O)([O-])([O-])[O-]